CC1(C2=CC=CC=C2C=2C=CC(=CC12)N)C dimethyl-9H-fluoren-2-amine